N-(cyclooctyl-{4-fluoro-5-[3-(methanesulfonylamino)phenyl]-1H-benzimidazol-2-yl}-methyl)-2-ethylpyrazole-3-carboxamide C1(CCCCCCC1)C(NC(=O)C=1N(N=CC1)CC)C1=NC2=C(N1)C=CC(=C2F)C2=CC(=CC=C2)NS(=O)(=O)C